3-butyl-3-ethyl-5-(4-fluorophenyl)-8-(hydroxymethyl)-7-(methylthio)-2,3,4,5-tetrahydro-1,5-benzothiazepine 1,1-dioxide C(CCC)C1(CS(C2=C(N(C1)C1=CC=C(C=C1)F)C=C(C(=C2)CO)SC)(=O)=O)CC